OC1(CCC(CC1)CN1C(N(C=2N=CN(C2C1=O)CC(C)C)C)=O)C(F)(F)F 1-(((1S,4S)-4-hydroxy-4-(trifluoromethyl)cyclohexyl)methyl)-7-isobutyl-3-methyl-1H-purine-2,6(3h,7h)-dione